2,1,3-benzothiadiazole-4,7-dicarboxaldehyde N=1SN=C2C1C(=CC=C2C=O)C=O